bromo-2-(2,2-diethoxyethoxy)-4-nitro-benzene BrC1=C(C=C(C=C1)[N+](=O)[O-])OCC(OCC)OCC